(12R)-13-ethyl-8-methoxy-12-methyl-12,13,16,17,20,21-hexahydro-19H-6,23-(azeno)-11,7-(metheno)imidazo[1,2-o][1,18,4,6,9,15]dioxatetra-azacyclohenicosin-14(15H)-one C(C)N1C(NCCOCCCOC=2C=3N(C=C(C=4C(=CN=C([C@H]1C)C4)OC)N2)C=CN3)=O